benzothiopyrano[2,3-b]thioxanthene-7,14-dione C1=CC=CC=2SC=3C=C4C(=CC3C(C12)=O)SC1=C(C4=O)C=CC=C1